ClC1=CC=C(C(=N1)C(=O)NS(=O)(=O)C)N[C@H](C)C=1C=C(C=C2C(N(C(=NC12)N1[C@H]2CC(C[C@@H]1CC2)C=2C=NN(C2)C)C)=O)C 6-chloro-3-(((R)-1-(3,6-dimethyl-2-((1R,3S,5S)-3-(1-methyl-1H-pyrazol-4-yl)-8-azabicyclo[3.2.1]octan-8-yl)-4-oxo-3,4-dihydroquinazolin-8-yl)ethyl)amino)-N-(methylsulfonyl)picolinamide